BrC=1C=C(C=CC1)CCC(C)=O 4-(3-bromo-phenyl)-butan-2-one